ESTRADIOL C[C@@]12CC[C@@H]3C4C=CC(O)=CC=4CC[C@H]3[C@@H]2CC[C@@H]1O